(R)-5-(4-(6-(benzyloxy)pyridin-2-yl)piperidin-1-yl)-1,2,4,5-tetrahydrobenzo[4,5]imidazo[1,2-d][1,4]oxazepine-9-carboxylic acid C(C1=CC=CC=C1)OC1=CC=CC(=N1)C1CCN(CC1)[C@@H]1C=2N(CCOC1)C1=C(N2)C=CC(=C1)C(=O)O